FC=1C=C(C=CC1OC1=NC=CC(=N1)C)C=1C(=NC(=NC1)NC=1C=NN(C1)C)C1=CC=C(C=C1)NC(C=C)=O N-(4-(5-(3-fluoro-4-((4-methylpyrimidin-2-yl)oxy)phenyl)-2-((1-methyl-1H-pyrazole-4-yl)amino)pyrimidin-4-yl)phenyl)acrylamide